CN(C1CN(CCC1)C(C=C)=O)CC=1C=2N(C=C(N1)C=1C=NN(C1)C)N=CC2 1-(3-(methyl((6-(1-methyl-1H-pyrazol-4-yl)pyrazolo[1,5-a]pyrazin-4-yl)methyl)amino)piperidin-1-yl)prop-2-en-1-one